rac-(3ar,5r,7s,7ar)-5-(2-ethylphenyl)-1,3,3,5,7-pentamethyloctahydrobenzo[c]isoxazole C(C)C1=C(C=CC=C1)[C@]1(C[C@@H]2[C@H](N(OC2(C)C)C)[C@H](C1)C)C |r|